3-(2,3-dihydrobenzo[b]thiophen-5-yl)-4,4,4-trifluoro-N-methylbutan-2-amine S1C2=C(CC1)C=C(C=C2)C(C(C)NC)C(F)(F)F